C(=O)(OCC1C2=CC=CC=C2C2=CC=CC=C12)Cl Fmoc chloride